N-((1S)-1-(6-((1,1-Dimethyl-2,3-dihydro-1H-inden-2-yl)amino)pyridin-3-yl)-2,2,2-trifluoroethyl)-N-methylquinuclidine-3-carboxamide CC1(C(CC2=CC=CC=C12)NC1=CC=C(C=N1)[C@@H](C(F)(F)F)N(C(=O)C1CN2CCC1CC2)C)C